(2E)-4-(dimethylamino)-1-[2-(3-fluoro-4-methoxyphenyl)-3-(3-methyl-1H-pyrrolo[2,3-b]pyridin-4-yl)-6,7-dihydropyrazolo[1,5-a]pyrazin-5(4H)-yl]but-2-en-1-one CN(C/C=C/C(=O)N1CC=2N(CC1)N=C(C2C2=C1C(=NC=C2)NC=C1C)C1=CC(=C(C=C1)OC)F)C